ClC1=CC=C(C(=N1)C)N1N=CC(=C1C(F)(F)F)C(=O)NC=1C=NC(=C(C1)C#N)N1N=CC=N1 1-(6-chloro-2-methylpyridin-3-yl)-N-(5-cyano-6-(2H-1,2,3-triazol-2-yl)pyridin-3-yl)-5-(trifluoromethyl)-1H-pyrazole-4-carboxamide